1,3-bis(tert-butoxycarboxyl)guanidine C(C)(C)(C)OOC(=O)NC(=N)NC(=O)OOC(C)(C)C